(S)-3-(5-(4-((1-(4-((3R,4S)-7-hydroxy-3-isobutylisochroman-4-yl)phenyl)piperidin-4-yl)methyl)piperazin-1-yl)-1-oxoisoindolin-2-yl)piperidine-2,6-dione OC1=CC=C2[C@@H]([C@H](OCC2=C1)CC(C)C)C1=CC=C(C=C1)N1CCC(CC1)CN1CCN(CC1)C=1C=C2CN(C(C2=CC1)=O)[C@@H]1C(NC(CC1)=O)=O